2-acrylamido-2-methylpropanesulfonic acid tert-butyl-4-(3-(2,6-dioxopiperidin-3-yl)-1-methyl-1H-indazol-6-yl)-3,3-difluoropiperidine-1-carboxylate C(C)(C)(C)OC(=O)N1CC(C(CC1)C1=CC=C2C(=NN(C2=C1)C)C1C(NC(CC1)=O)=O)(F)F.C(C=C)(=O)NC(CS(=O)(=O)O)(C)C